N1=CN=C(C=C1)OS(=O)(=O)C(F)(F)F.CC1N(CCOC1)C (2S,6S)-dimethyl-morpholine Pyrimidin-4-yl-triflate